CN(C(OC1=CC=C2C(=C(C(OC2=C1)=O)CC1=C(C(=NC=C1)NS(=O)(=O)CC)F)C)=O)C 3-((2-(ethylsulfonamido)-3-fluoropyridin-4-yl) methyl)-4-methyl-2-oxo-2H-chromen-7-yl dimethylcarbamate